O=C1N(CC2=C(C=CC=C12)NCC1CCNCC1)C1C(NC(CC1)=O)=O 3-(1-oxo-4-((piperidin-4-ylmethyl)amino)isoindolin-2-yl)piperidine-2,6-dione